N-[3-chloro-4-[4-(1,1-dimethylpiperidin-1-ium-4-carbonyl)piperazine-1-carbonyl]phenyl]-5-[2,3-difluoro-4-[5-(4-hydroxybutyl)-1H-pyrazol-4-yl]phenyl]-1-methyl-imidazole-2-carboxamide ClC=1C=C(C=CC1C(=O)N1CCN(CC1)C(=O)C1CC[N+](CC1)(C)C)NC(=O)C=1N(C(=CN1)C1=C(C(=C(C=C1)C=1C=NNC1CCCCO)F)F)C